N1=CN=C(C2=C1NC=C2)NC=2C=NN(C2)C2(CN(C2)C(CC#N)=O)CC#N 3-(3-(4-((7H-pyrrolo[2,3-d]pyrimidin-4-yl)amino)-1H-pyrazol-1-yl)-3-(cyanomethyl)azetidin-1-yl)-3-oxopropanenitrile